C/C=C\\CC1=C([C@H](CC1=O)O)C The molecule is a beta-hydroxy ketone that is cyclopent-2-en-1-one which is substituted at positions 2, 3, and 4 by (2Z)-but-2-en-1-yl, methyl, and hydroxy groups, respectively (the 2S enantiomer). It is an alicyclic ketone, a beta-hydroxy ketone, an enone, a secondary allylic alcohol and a monoterpenoid.